ClC=1C=C2C(=C3C1NC(NC31CCCCC1)=O)OC(=N2)CN2CCNCC2 5-chloro-2-[(piperazin-1-yl)methyl]-7,8-dihydro-6H-spiro[[1,3]oxazolo[5,4-f]quinazoline-9,1'-cyclohexan]-7-one